C1(CC1)CCC1=C(C=C(C=C1)C1=NOC(=N1)[C@H]1N(CCC1)C(=O)OC(C)(C)C)C(F)(F)F tert-butyl (S)-2-(3-(4-(2-cyclopropylethyl)-3-(trifluoromethyl)phenyl)-1,2,4-oxadiazol-5-yl)pyrrolidine-1-carboxylate